Di-bromomethane BrCBr